benzothiophene-2-hydroximic acid S1C(=CC2=C1C=CC=C2)C(O)=NO